(1S,4R)-5-(difluoromethylene)-2-azabicyclo[2.2.2]octane FC(=C1[C@@H]2CN[C@H](C1)CC2)F